NC1=C2N=CN(C2=NC=N1)[C@H]1[C@@H]([C@@H]([C@H](O1)COP1(OCCC(O1)C1=C(C=CC(=C1)Cl)F)=S)O)O 2-(((2r,3s,4r,5r)-5-(6-amino-9H-purin-9-yl)-3,4-dihydroxytetrahydrofuran-2-yl)methoxy)-4-(5-chloro-2-fluorophenyl)-1,3,2-dioxaphosphorinane 2-sulfide